1-(4-chloro-2-fluorobenzyl)-6-(imidazo[1,2-b]pyridazin-3-yl)-3-methyl-1H-pyrazolo[4,3-b]pyridine ClC1=CC(=C(CN2N=C(C3=NC=C(C=C32)C3=CN=C2N3N=CC=C2)C)C=C1)F